(1-(1,4-dimethyl-1H-imidazol-2-yl)piperidin-4-yl)methanamine CN1C(=NC(=C1)C)N1CCC(CC1)CN